C[Si](OC1=CC(=CC=C1)O[Si](C)(C)C)(C)C 1,3-bis(trimethylsiloxy)benzene